azetidine ammonium chloride [Cl-].[NH4+].N1CCC1